C(=CC)N1C(CCC1)=O propenyl-pyrrolidone